1-(tert-butyl)-4-(((1R,2R)-1,2-dichloro-2-phenylethyl)sulfinyl)benzene C(C)(C)(C)C1=CC=C(C=C1)S(=O)[C@@H]([C@@H](C1=CC=CC=C1)Cl)Cl